N-(1-(2,2-Dimethylpropionyloxy)ethoxy-carbonyl)-(-)-N-ethyl-3-phenylbicyclo[2.2.1]heptan-2-amine CC(C(=O)OC(C)OC(=O)N(C1C2CCC(C1C1=CC=CC=C1)C2)CC)(C)C